NC1=NC(=CC(=N1)C=1N=NN(C1)CC1=CC=CC(=N1)[C@H](C)N1[C@H](CCCC1)C(=O)O)C1=CC(=CC=C1)C#N (R)-1-[(S)-1-[6-({4-[2-amino-6-(m-cyanophenyl)-4-pyrimidinyl]-1H-1,2,3-triazol-1-yl}methyl)-2-pyridinyl]ethyl]-2-piperidinecarboxylic acid